1-[1-[5-(2,8-dimethylimidazo[1,2-a]pyridin-6-yl)-6-ethyl-2-pyridyl]-4-piperidyl]-4-methoxy-pyrrolidin-3-amine CC=1N=C2N(C=C(C=C2C)C=2C=CC(=NC2CC)N2CCC(CC2)N2CC(C(C2)OC)N)C1